ClC1=CC(=C2C(C=C(NC2=C1)C=1C=C(C#N)C=CC1S(=O)(=O)C)=O)F 3-(7-chloro-5-fluoro-4-oxo-1,4-dihydroquinolin-2-yl)-4-(methylsulfonyl)benzonitrile